(R)-3,4-diethyl-2-(5,6,7,8-tetrahydro-9H-pyrido[2,3-b]indol-9-yl)isoquinolin-1(2H)-one C(C)C=1N(C(C2=CC=CC=C2C1CC)=O)N1C2=C(C=3CCCCC13)C=CC=N2